(1R,2R)-1-((2R,3R,4S,6R)-4-acetoxy-3-(2-acetoxyacetamido)-6-chloro-6-(methoxycarbonyl)tetrahydro-2H-pyran-2-yl)-3-azidopropane-1,2-diyl diacetate C(C)(=O)O[C@H]([C@@H](CN=[N+]=[N-])OC(C)=O)[C@@H]1O[C@@](C[C@@H]([C@H]1NC(COC(C)=O)=O)OC(C)=O)(C(=O)OC)Cl